OC1=C(C=C(C=C1C(C)C)C=O)C(C)C (4-hydroxy-3,5-diisopropylphenyl)methanone